C(C1=CC=CC=C1)[C@H]1C(N(CC[C@H]2N1C(CN(C2)C(CCC2=CC=CC=C2)=O)=O)CCC(C)C)=O (6S,10aR)-6-benzyl-8-isopentyl-2-(3-phenylpropanoyl)hexahydropyrazino[1,2-d][1,4]diazepine-4,7(1H,6H)-dione